Dimethyl (1R,3aR)-1-(2,5-dioxopyrrolidin-1-yl)-6-nitro-1,2-dihydropyrrolo[1,2-a]quinoline-3,3(3aH)-dicarboxylate O=C1N(C(CC1)=O)[C@@H]1CC([C@@H]2N1C1=CC=CC(=C1C=C2)[N+](=O)[O-])(C(=O)OC)C(=O)OC